9,9-bis(6-hydroxy-2-naphthyl)-3,6-di(9-anthryl)fluorene OC=1C=C2C=CC(=CC2=CC1)C1(C2=CC=C(C=C2C=2C=C(C=CC12)C=1C2=CC=CC=C2C=C2C=CC=CC12)C=1C2=CC=CC=C2C=C2C=CC=CC12)C1=CC2=CC=C(C=C2C=C1)O